FC1=C(C=CC(=C1)COC)C1=CC=C(C=C1)NC(C(C)(C)OC1=CC=C(C=C1)F)=O N-(2'-fluoro-4'-(methoxymethyl)-[1,1'-biphenyl]-4-yl)-2-(4-fluorophenoxy)-2-methylpropanamide